benzyl-5-oxo-3-pyrrolidinecarboxylic acid C(C1=CC=CC=C1)N1CC(CC1=O)C(=O)O